C1=C(C=CC2=CC(=CC=C12)C(=O)N)C(=O)N naphthalene-2,6-dicarboxylic acid diamide